FC=1C(=C(C=CC1F)C=1CCCC2=C(C1C1=CC=C(C=C1)CC1CN(C1)CCC(F)F)C=CC=C2)C 8-(3,4-Difluoro-2-methylphenyl)-9-(4-((1-(3,3-difluoropropyl)azetidin-3-yl)methyl)phenyl)-6,7-dihydro-5H-benzo[7]annulen